C(#N)[C@H](C[C@H]1C(NCCC1)=O)NC([C@@H](C[Si](C)(C)C)NC(=O)C=1NC2=CC=CC(=C2C1)OC)=O N-[(1S)-2-[[(1S)-1-cyano-2-[(3S)-2-oxo-3-piperidyl]ethyl]amino]-2-oxo-1-(trimethyl-silylmethyl)ethyl]-4-methoxy-1H-indole-2-carboxamide